FC1=CC(=C(S1)C1=NC=C(C(=N1)C)O[C@@H]1C[C@H](CCC1)C(=O)O)C=O (1S,3S)-3-((2-(5-fluoro-3-formylthiophen-2-yl)-4-methylpyrimidin-5-yl)oxy)cyclohexanecarboxylic acid